C(C)(C)C1=C(NC2=C1N=C(S2)C2CCN(CC2)CC(=O)NC)C2=CN(C(C(=C2C)C)=O)C 2-(4-(6-isopropyl-5-(1,4,5-trimethyl-6-oxo-1,6-dihydropyridin-3-yl)-4H-pyrrolo[3,2-d]thiazol-2-yl)piperidin-1-yl)-N-methylacetamide